2-(2,4-dichlorophenoxy)-5-(2,6-dichlorophenyl)-6H-pyrimido[1,6-b]pyridazin-6-one ClC1=C(OC=2C=CC=3N(N2)C=NC(C3C3=C(C=CC=C3Cl)Cl)=O)C=CC(=C1)Cl